CC1(C2=CC=C(C=C2NC=2C=CC(=CC12)CN1CCNCC1)OCC1CCNCC1)C 9,9-dimethyl-2-(piperazin-1-ylmethyl)-6-(piperidin-4-ylmethoxy)-9,10-dihydroacridine